ethyl (2S,3S)-3-(4-bromothiazol-2-yl)-2-(dibenzylamino)-3-hydroxypropanoate BrC=1N=C(SC1)[C@H]([C@@H](C(=O)OCC)N(CC1=CC=CC=C1)CC1=CC=CC=C1)O